tert-Butyl 2-[2-tert-butoxy-1-[[3-[3-[3-tert-butoxy-2-(4-tert-butoxycarbonylmorpholin-2-yl)-3-oxo-propyl]phenyl]phenyl]methyl]-2-oxo-ethyl]morpholine-4-carboxylate C(C)(C)(C)OC(C(CC1=CC(=CC=C1)C1=CC(=CC=C1)CC(C(=O)OC(C)(C)C)C1CN(CCO1)C(=O)OC(C)(C)C)C1CN(CCO1)C(=O)OC(C)(C)C)=O